2,5-difluoro-4-[(4-{[(2S)-pyrrolidin-2-ylmethyl]amino}butyl)amino]-N-1,2,4-thiadiazol-5-ylbenzenesulfonamide FC1=C(C=C(C(=C1)NCCCCNC[C@H]1NCCC1)F)S(=O)(=O)NC1=NC=NS1